2'-deoxy-N4-methylcytidine CNC1=NC(N([C@H]2C[C@H](O)[C@@H](CO)O2)C=C1)=O